6-((S)-6-((R)-5-acryloyl-4-methyl-4,5,6,7-tetrahydropyrazolo[1,5-a]pyrazin-2-yl)-7-(2,4-difluoro-6-(2-hydroxyethoxy)phenyl)thieno[3,2-c]pyridin-4-yl)-3,4-dihydroisoquinolin-1(2H)-one C(C=C)(=O)N1[C@@H](C=2N(CC1)N=C(C2)C2=C(C1=C(C(=N2)C=2C=C3CCNC(C3=CC2)=O)C=CS1)C1=C(C=C(C=C1OCCO)F)F)C